1-(2-chloropyridin-4-yl)ethan-1-one methyl-4-[1-[1-[(4-methoxyphenyl)methyl]-2,6-dioxo-3-piperidyl]-3-methyl-2-oxo-benzimidazol-5-yl]piperidine-4-carboxylate COC(=O)C1(CCNCC1)C1=CC2=C(N(C(N2C)=O)C2C(N(C(CC2)=O)CC2=CC=C(C=C2)OC)=O)C=C1.ClC1=NC=CC(=C1)C(C)=O